NC1=CC=C(C=N1)C1=NN(C2=CC=C(C=C12)C(=O)NC1=CC(=C(C=C1)C)NC(=O)C1CCN(CC1)C)C 3-(6-Aminopyridin-3-yl)-1-methyl-N-(4-methyl-3-(1-methylpiperidine-4-carboxamido)phenyl)-1H-indazole-5-carboxamide